ClC=1C=C(C(=NC1)[C@@H](C)N)F |r| (+/-)-1-(5-chloro-3-fluoropyridin-2-yl)ethylamine